N-(3-carbamoylpentan-3-yl)-4-cyclopropyl-3-(cyclopropylmethoxy)benzamide C(N)(=O)C(CC)(CC)NC(C1=CC(=C(C=C1)C1CC1)OCC1CC1)=O